4-{3,5-bis(trifluoromethyl)benzoyl}morpholine FC(C=1C=C(C(=O)N2CCOCC2)C=C(C1)C(F)(F)F)(F)F